7-amino-1,3,6-naphthalenetrisulfonyl chloride NC1=C(C=C2C=C(C=C(C2=C1)S(=O)(=O)Cl)S(=O)(=O)Cl)S(=O)(=O)Cl